5-(3-(4-(4-amino-3-(4-phenoxyphenyl)-1H-pyrazolo[3,4-d]pyrimidin-1-yl)-[1,4'-bipiperidin]-1'-yl)azetidin-1-yl)-2-(2,6-dioxopiperidin-3-yl)isoindoline-1,3-dione trifluoroacetate FC(C(=O)O)(F)F.NC1=C2C(=NC=N1)N(N=C2C2=CC=C(C=C2)OC2=CC=CC=C2)C2CCN(CC2)C2CCN(CC2)C2CN(C2)C=2C=C1C(N(C(C1=CC2)=O)C2C(NC(CC2)=O)=O)=O